C[C@H]1CN(CCO1)C(=O)C1=NC=2N(C=C1)N=CC2C(=O)N 5-((S)-2-methylmorpholinoyl)pyrazolo[1,5-a]pyrimidine-3-carboxamide